6-(4-{bis[(2S,3R,4R,5R)-2,3,4,5,6-pentahydroxyhexyl]amino}piperidine-1-carbonyl)-1,3-diethyl-1H-1,3-benzodiazol-3-ium trifluoroacetate FC(C(=O)[O-])(F)F.O[C@@H](CN(C1CCN(CC1)C(=O)C=1C=CC2=C(N(C=[N+]2CC)CC)C1)C[C@@H]([C@H]([C@@H]([C@@H](CO)O)O)O)O)[C@H]([C@@H]([C@@H](CO)O)O)O